Styrol oxid C1C(C2=CC=CC=C2)O1